CCCCCCCCCCCCCCC(=O)OC[C@H](CO)OC(=O)CCCCCCCCCCCCCC The molecule is a 1,2-diacyl-sn-glycerol that has pentadecanoyl as 1- and 2-acyl groups. It is a diacylglycerol 30:0 and a 1,2-diacyl-sn-glycerol. It derives from a pentadecanoic acid.